[Mo].C(C(O)CO)(=O)O glyceric acid molybdenum